2-cyano-4-(2-(1-ethyl-3-(trifluoromethyl)-1H-pyrazol-4-yl)phenyl)-4,7-dihydrothieno[2,3-c]pyridin C(#N)C1=CC2=C(CN=CC2C2=C(C=CC=C2)C=2C(=NN(C2)CC)C(F)(F)F)S1